tin-zinc-titanium [Ti].[Zn].[Sn]